N[C@@H]1CN(C[C@H](C1)C)C(=O)C1=CC2=C(N(C(=N2)C=2N(C3=CC=CC=C3C2)CC)C)C=C1 trans-(3-Amino-5-methylpiperidin-1-yl)(2-(1-ethyl-1H-indol-2-yl)-1-methyl-1H-benzo[d]imidazol-5-yl)methanon